cystine, Methyl ester C([C@@H](C(=O)OC)N)SSC[C@@H](C(=O)[O-])N